ClC=1C(=C(C(=CC1)N1N=NN=C1)C=CC(=O)N1CC2=CC=CC(=C2CC1)NC(COC)=O)F 2-(3-(3-chloro-2-fluoro-6-(1H-tetrazol-1-yl)phenyl)acryloyl)-5-(2-methoxyacetylamino)-1,2,3,4-tetrahydroisoquinoline